6-(4-aminophenyl)-5-{3-fluoro-4-[(4-methylpyrimidin-2-yl)oxy]phenyl}-7-(prop-1-en-2-yl)-5H-pyrrolo[3,2-d]pyrimidine NC1=CC=C(C=C1)C1=C(C=2N=CN=CC2N1C1=CC(=C(C=C1)OC1=NC=CC(=N1)C)F)C(=C)C